3-((3-chloro-2-methoxyphenyl)amino)-2-(3-(2-methyl-2-(pyridin-2-yl)propoxy)pyridin-4-yl)-1,5,6,7-tetrahydro-4H-pyrrolo[3,2-c]pyridin-4-one ClC=1C(=C(C=CC1)NC1=C(NC2=C1C(NCC2)=O)C2=C(C=NC=C2)OCC(C)(C2=NC=CC=C2)C)OC